ribosyl-aspartic acid C1([C@H](O)[C@H](O)[C@H](O1)CO)N[C@@H](CC(=O)O)C(=O)O